3-[3-Methyl-2-oxo-4-[2-(trifluoromethyl)-4-piperidyl]benzimidazol-1-yl]piperidine-2,6-dione CN1C(N(C2=C1C(=CC=C2)C2CC(NCC2)C(F)(F)F)C2C(NC(CC2)=O)=O)=O